CCCC/C=C\C/C=C\CCCCCCCC(=O)O[C@H](COC(=O)CCC/C=C\C/C=C\C/C=C\C/C=C\C/C=C\CC)COP(=O)([O-])OCC[N+](C)(C)C 1-(5Z,8Z,11Z,14Z,17Z-eicosapentaenoyl)-2-(9Z,12Z-heptadecadienoyl)-glycero-3-phosphocholine